C(C)(C)(C)OC(=O)N1[C@H](CC[C@@H](C1)NC(COC1=CC(=C(C=C1)Cl)F)=O)C(NCC1=CC=C(C=C1)C(F)(F)F)=O (2r,5s)-5-[2-(4-chloro-3-fluorophenoxy)acetamido]-2-({[4-(trifluoromethyl)phenyl]methyl}carbamoyl)piperidine-1-carboxylic acid tert-butyl ester